((tert-butoxycarbonyl)amino)-2-hydroxypropionic acid methyl ester COC(C(C)(O)NC(=O)OC(C)(C)C)=O